ClC=1C=C(C=C(C1)Cl)[C@@H](CC(=O)O)C=1C=NN(C1)CCCC1=NC=2NCCCC2C=C1 |r| (±)-3-(3,5-Dichlorophenyl)-3-(1-(3-(5,6,7,8-tetrahydro-1,8-naphthyridin-2-yl)propyl)-1H-pyrazol-4-yl)propanoic acid